COC1=C(SC=C1)CN(C)CC[C@@]1(CCOC2(CCCC2)C1)C1=NC=CC=C1 (S)-N-((3-Methoxythien-2-yl)methyl)-N-methyl-2-(9-(pyridin-2-yl)-6-oxaspiro[4.5]decan-9-yl)ethylamine